CC1=NC(=CC(=N1)NC1=NN2C(C=C(C=C2)C2=C(C=NC(=C2)C)OC2C[C@H]3COC[C@@H](C2)N3C(C)=O)=C1)C 1-((1R,5S,7s)-7-((4-(2-((2,6-dimethylpyrimidin-4-yl)amino)pyrazolo[1,5-a]pyridin-5-yl)-6-methylpyridin-3-yl)oxy)-3-oxa-9-azabicyclo[3.3.1]nonan-9-yl)ethan-1-one